C[Si]([SiH](Cl)Cl)(C)C trimethyldichlorodisilane